6-methyl-N-(1-methylcyclopropyl)-5-[4-(pyrimidin-2-yl)piperidine-1-carbonyl]furo[2,3-d]pyrimidin-4-amine CC1=C(C2=C(N=CN=C2NC2(CC2)C)O1)C(=O)N1CCC(CC1)C1=NC=CC=N1